BrC1=C(C2=C(CN3[C@@H](CO2)CNCC3)C=C1C#N)F (12aR)-9-bromo-10-fluoro-1,2,3,4,12,12a-hexahydro-6H-pyrazino[2,1-c][1,4]benzoxazepine-8-carbonitrile